ClC1=NC=C(C(=N1)NCC1=C(C=CC=C1F)Br)C(=O)N 2-chloro-4-((2-bromo-6-fluorobenzyl)amino)pyrimidin-5-carboxamide